ethyl (R,E)-4-((tert-butoxycarbonyl)amino)pent-2-enoate C(C)(C)(C)OC(=O)N[C@@H](/C=C/C(=O)OCC)C